4-(2-((2,4-DIMETHYLPHENYL)thio)phenyl)piperazin-1-ol CC1=C(C=CC(=C1)C)SC1=C(C=CC=C1)N1CCN(CC1)O